CNC1CN(CC1)C(=O)N 3-(methylamino)pyrrolidine-1-carboxamide